tert-butyl 3-(3-fluoro-4-(7-((1-methylpiperidin-4-yl)carbamoyl)benzo[d]imidazo[2,1-b]thiazol-2-yl)phenyl)pyrrolidine-1-carboxylate FC=1C=C(C=CC1C=1N=C2SC3=C(N2C1)C=CC(=C3)C(NC3CCN(CC3)C)=O)C3CN(CC3)C(=O)OC(C)(C)C